1-((1S,6R)-7,7-dimethylbicyclo[4.1.0]hept-3-en-3-yl)pent-4-en-1-one CC1([C@@H]2CC=C(C[C@H]12)C(CCC=C)=O)C